iron-tantalum-chromium [Cr].[Ta].[Fe]